2-(4-(((2,4-dimethylbenzoyl)oxy)methyl)phenyl)acetic acid CC1=C(C(=O)OCC2=CC=C(C=C2)CC(=O)O)C=CC(=C1)C